4-(trifluoromethyl)-1,4-dihydro-5H-tetrazol-5-one FC(N1N=NNC1=O)(F)F